OCC[C@H]([C@@H](CC=C)C)S(=O)(=O)N(CC1=CC=C(C=C1)OC)CC1=CC=C(C=C1)OC (3R,4R)-1-HYDROXY-N,N-BIS(4-METHOXYBENZYL)-4-METHYLHEPT-6-ENE-3-SULFONAMIDE